C(C=CCCCCCCCC)#N undecenenitrile